C(C(C)C)N1[C@H](C[C@@H](CC1)CC1=CC=2N(C=C1)N=CC2N2C(NC(C(=C2)C)=O)=O)C 1-(5-(((2S,4R)-1-isobutyl-2-methylpiperidin-4-yl)methyl)pyrazolo[1,5-a]pyridin-3-yl)-5-methylpyrimidine-2,4(1H,3H)-dione